COC1=NC=CC(=C1N1CCC(CC1)N1C(N(C=2C(C1)=NNC2)CC2=C(C=CC=C2)C(F)(F)F)=O)C 6-(2'-methoxy-4'-methyl-3,4,5,6-tetrahydro-2H-[1,3']bipyridinyl-4-yl)-4-(2-trifluoromethyl-benzyl)-2,4,6,7-tetrahydro-pyrazolo[4,3-d]pyrimidin-5-one